C(#N)C1(CC1)NS(=O)(=O)C=1C=C(C=2N(C1)C(=NN2)C=2SC(=NN2)C(F)F)N2CCN(CC2)C(C(C)C)=O N-(1-cyanocyclopropyl)-3-(5-(difluoromethyl)-1,3,4-thiadiazol-2-yl)-8-(4-isobutyrylpiperazin-1-yl)-[1,2,4]triazolo[4,3-a]pyridine-6-sulfonamide